Cl.N1CC(C1)C(=O)N1CC2(CCO2)C1 6-(azetidine-3-carbonyl)-1-oxa-6-azaspiro[3.3]heptane hydrochloride